5,5'-((5'-(4-((3,5-dicarboxyphenyl)ethynyl)phenyl)-[1,1':3',1''-terphenyl]-4,4''-diyl)-bis(ethyne-2,1-diyl))diisophthalate C(=O)(O)C=1C=C(C=C(C1)C(=O)O)C#CC1=CC=C(C=C1)C=1C=C(C=C(C1)C1=CC=C(C=C1)C#CC=1C=C(C=C(C(=O)[O-])C1)C(=O)[O-])C1=CC=C(C=C1)C#CC=1C=C(C=C(C(=O)[O-])C1)C(=O)[O-]